Tricyclo[5.3.1.13,9]dodecane-diethanol C12(C(C3CCCC(CC(C1)C3)C2)CCO)CCO